2H-[1]benzothieno[2,3-a]carbazole C=1CC=CC2=C3C=CC4=C(C3=NC12)SC1=C4C=CC=C1